[6-(5-cyclopropyl-4H-1,2,4-triazol-3-yl)-2-azaspiro[3.3]heptan-2-yl]-[6-[[4-fluoro-2-(trifluoromethyl)phenyl]methyl]-2,6-diazaspiro[3.3]heptan-2-yl]methanone C1(CC1)C=1NC(=NN1)C1CC2(CN(C2)C(=O)N2CC3(C2)CN(C3)CC3=C(C=C(C=C3)F)C(F)(F)F)C1